ClC=1C(=CC(=C(C1)S(=O)(=O)NC=1SC=CN1)F)NCCCCCNCC1NCCCC1 5-chloro-2-fluoro-4-({5-[(piperidin-2-ylmethyl)-amino]pentyl}amino)-N-1,3-thiazol-2-ylbenzenesulfonamide